CSC(C#CC(C)(C)N(C)CCOCC1=CC(=C(C=C1)OC)OC)=O 4-[2-[(3,4-dimethoxyphenyl)methoxy]ethyl-methyl-amino]-4-methyl-pent-2-ynethioic acid S-methyl ester